(4-(2,2-difluoro-7-((5-methoxy-7-methyl-1H-indol-4-yl)methyl)-7-azaspiro[3.5]nonan-6-yl)phenyl)(3-(2,2,2-trifluoroethyl)azetidin-1-yl)methanone FC1(CC2(C1)CC(N(CC2)CC2=C1C=CNC1=C(C=C2OC)C)C2=CC=C(C=C2)C(=O)N2CC(C2)CC(F)(F)F)F